C(C)[C@@H]1COC=2C(=CC=3CC(N4C(C3C21)=CC(C(=C4)C(=O)OC4=NNC=C4)=O)C(C)C)OS(=O)(=O)C(F)(F)F 1H-pyrazolol ethyl-(S)-7-isopropyl-11-oxo-4-(((trifluoromethyl)sulfonyl)oxy)-2,6,7,11-tetrahydro-1H-furo[2,3-h]pyrido[2,1-a]isoquinoline-10-carboxylate